C1(CCCCC1)NC1=CC(=NC=N1)O[C@@H]1CN(CC1)CC(=O)NC=1C=CC=C2C(=CNC12)C1=NC(=NC=C1C)NC1=NN(C(=C1)C)C (S)-2-(3-((6-(cyclohexylamino)pyrimidin-4-yl)oxy)pyrrolidin-1-yl)-N-(3-(2-((1,5-dimethyl-1H-pyrazol-3-yl)amino)-5-methylpyrimidin-4-yl)-1H-indol-7-yl)acetamide